[2H]C1=CC(=CC(=N1)C(=O)N)NC(=O)[C@H]1O[C@@]([C@H]([C@@H]1C1=C(C(=C(C=C1)F)F)OC)C)(C(F)(F)F)C 6-Deuterio-4-[[(2S,3R,4S,5S)-3-(3,4-difluoro-2-methoxyphenyl)-4,5-dimethyl-5-(trifluoromethyl)tetrahydrofuran-2-carbonyl]amino]pyridin-2-carboxamid